4-(4-Trifluoromethoxy-phenylamino)-thieno[2,3-d]pyrimidine-6-carboxylic acid (2-hydroxy-ethyl)-amide OCCNC(=O)C1=CC2=C(N=CN=C2NC2=CC=C(C=C2)OC(F)(F)F)S1